3-(4-(2-Hydroxy-2-methylpropyloxy)benzyl)-1-(2,4-difluorobenzyl)-1-((1-methylpiperidin-4-yl)methyl)urea OC(COC1=CC=C(CNC(N(CC2CCN(CC2)C)CC2=C(C=C(C=C2)F)F)=O)C=C1)(C)C